ClC1=C(C(=CC=C1)Cl)N1N=C(C(=C1)NC=1C=NC(=CC1)N1N=C(N=C1CO)C(F)(F)F)C(=O)N 1-(2,6-dichlorophenyl)-4-((6-(5-(hydroxymethyl)-3-(trifluoromethyl)-1H-1,2,4-triazol-1-yl)pyridin-3-yl)amino)-1H-pyrazole-3-carboxamide